FC1=C(C=C(C=C1)C1=NC(=NO1)CN1[C@H](C[C@H](CC1)C(=O)O)C)C(F)(F)F cis-1-((5-(4-fluoro-3-(trifluoromethyl)phenyl)-1,2,4-oxadiazol-3-yl)methyl)-2-methylpiperidine-4-carboxylic acid